OC(C)(C)C1CN(C1)C1=CC=C(C=N1)C1CN(C1)C(CC[C@H]1NC(OC1)=O)=O (4R)-4-[3-[3-[6-[3-(1-hydroxy-1-methyl-ethyl)azetidin-1-yl]-3-pyridinyl]azetidin-1-yl]-3-oxo-propyl]oxazolidin-2-one